C[C@@]12CC[C@]3(CCC(C[C@H]3[C@H]1C(=O)C=C4[C@]2(CC[C@@H]5[C@@]4(C=C(C(=O)C5(C)C)C#N)C)C)(C)C)C(=O)OC methyl 2-cyano-3,12-dioxoolean-1,9-dien-28-oate